3-((1-(2-(cyclohexylmethyl)-3-methylbutyryl)-4-hydroxy-3,3-dimethylpiperidin-4-yl)methyl)-6-(2-fluorophenyl)pyrimidin-4(3H)-one C1(CCCCC1)CC(C(=O)N1CC(C(CC1)(O)CN1C=NC(=CC1=O)C1=C(C=CC=C1)F)(C)C)C(C)C